C(C)(C)(C)C1=CC=C(C(=O)N2CCC(=CC2)C2=CC=3N(C=C2)C(=CN3)N3C(N(C(CC3)=O)CC3=CC=C(C=C3)OC)=O)C=C1 1-(7-(1-(4-(tert-Butyl)benzoyl)-1,2,3,6-tetrahydropyridin-4-yl)imidazo[1,2-a]pyridin-3-yl)-3-(4-methoxybenzyl)dihydropyrimidine-2,4(1H,3H)-dione